NC(=O)C=1C(=NC(=C(N1)C(=O)N)C(=O)O)C(=O)O 3,5-bis(aminocarbonyl)-2,6-pyrazinedicarboxylic acid